CN(CCCC=1C(=C(CCC2=CC(=CC(=N2)N)C)C(=CC1)F)F)C 6-(3-(3-(dimethylamino)propyl)-2,6-difluorophenethyl)-4-methylpyridin-2-amine